2-((4-(((S)-2-hydroxy-1-phenylethyl)amino)-5-(3-(2-hydroxypropan-2-yl)-1,2,4-oxadiazol-5-yl)pyridin-2-yl)amino)-7,7-dimethyl-5,7-dihydrofuro[3,4-b]pyridin-5-ol OC[C@H](C1=CC=CC=C1)NC1=CC(=NC=C1C1=NC(=NO1)C(C)(C)O)NC1=CC=C2C(=N1)C(OC2O)(C)C